NC1=C(C=C(C=C1)C1=CC(=CC=C1F)CC1=NNC(C2=CC=C(C=C12)C(F)(F)F)=O)[N+](=O)[O-] 4-((4'-Amino-6-fluoro-3'-nitro-[1,1'-biphenyl]-3-yl)methyl)-6-(trifluoro-methyl)phthalazin-1(2H)-one